C(CCCCCCCCCCC)N(CCN(CCN1CCNCC1)CCCCCCCCCCCC)CCCCCCCCCCCC N1,N1,N2-tridodecyl-N2-(2-(piperazin-1-yl)ethyl)ethane-1,2-diamine